C(C1=CC=CC=C1)OC(=O)N[C@H](C(=O)OCC1=CC=CC=C1)CNCC(=O)OC(C)(C)C benzyl (S)-2-(((benzyloxy)carbonyl)amino)-3-((2-(tert-butoxy)-2-oxoethyl)amino)propanoate